ClC1=C(C=CC=C1NC(=O)C=1N(C2=C(CN(CC2)C)N1)C)C1=C(C(=CC=C1)N(C(=O)C1=NC=C(C=C1)CN1C[C@@H](CC1)F)C)C (R)-N-(2-chloro-3'-(5-((3-fluoropyrrolidin-1-yl)methyl)methylpyridinoylamino)-2'-methyl-[1,1'-biphenyl]-3-yl)-1,5-dimethyl-4,5,6,7-tetrahydro-1H-imidazo[4,5-c]pyridine-2-carboxamide